CN(C1=CC=C(C=C1)C(C1=CC(=C(C=C1)OC)OC)C1=C(C=CC=C1)O)C (4-dimethylaminophenyl)(2-hydroxyphenyl)(3,4-dimethoxyphenyl)methane